amidophosphoric acid methanesulfonate CS(=O)(=O)O.P(O)(O)(=O)N